[Al-]([2H])([2H])([2H])[2H].[Li+] Lithium aluminum tetradeuteride